Methyl 5-((2-(4-(aminomethyl)piperidin-1-yl)ethyl)amino)benzo[c][2,6]naphthyridine-8-carboxylate NCC1CCN(CC1)CCNC1=NC2=C(C3=CN=CC=C13)C=CC(=C2)C(=O)OC